5-(3-{[(1-Acetylpiperidin-4-yl)(methyl)amino]methyl}-4-chlorophenyl)-1,3,4-oxadiazol-2(3H)-one hydrochloride Cl.C(C)(=O)N1CCC(CC1)N(C)CC=1C=C(C=CC1Cl)C1=NNC(O1)=O